O=C1C(=C(C=NN1)N1[C@@H](CCC1)COCCC(=O)N1[C@H]2CN([C@@H](C1)C2)C2=NC=C(C#N)C=C2)C(F)(F)F 6-((1R,4R)-5-(3-(((S)-1-(6-oxo-5-(trifluoromethyl)-1,6-dihydropyridazin-4-yl)pyrrolidin-2-yl)methoxy)propanoyl)-2,5-diaza-bicyclo[2.2.1]heptan-2-yl)nicotinonitrile